(S)-1-(4-(6-chloro-2-(1-cyclopropyl-piperidin-4-ylamino)-8-fluoro-7-(2-fluoro-6-hydroxyphenyl)quinazolin-4-yl)piperazin-1-yl)prop-2-en-1-one ClC=1C=C2C(=NC(=NC2=C(C1C1=C(C=CC=C1O)F)F)NC1CCN(CC1)C1CC1)N1CCN(CC1)C(C=C)=O